CC(C(=O)OC=1C(=NN(C(C1C1=C(C(=CC=C1F)Cl)\C=C\C1=CC=C(C=C1)F)=O)C)C)C [5-[3-chloro-6-fluoro-2-[(E)-2-(4-fluorophenyl)vinyl]phenyl]-1,3-dimethyl-6-oxo-pyridazin-4-yl] 2-methylpropanoate